FC(C1=CC2=C(C=C(S2)N)C=C1)(F)F 6-(trifluoromethyl)benzothiophen-2-amine